[amino(imino)methyl]amine NC(=N)N